ClC1=C(C2=C(OCO2)C=C1)C1=NC2=CC(=CC(=C2C(=N1)N)OC1CCOCC1)OCCN1CCN(CC1)C (5-chlorobenzo[d][1,3]dioxolen-4-yl)-7-(2-(4-methylpiperazin-1-yl)ethoxy)-5-((tetrahydro-2H-pyran-4-yl)oxy)quinazolin-4-amine